Tert-butyl ((5-(1-(((S)-2-amino-3,3,3-trifluoropropyl)amino)-2-methoxyethyl)-4-fluorobenzo[d]oxazol-2-yl)(4,4-difluorocyclohexyl)methyl)carbamate N[C@@H](CNC(COC)C=1C=CC2=C(N=C(O2)C(C2CCC(CC2)(F)F)NC(OC(C)(C)C)=O)C1F)C(F)(F)F